3-[[7-(5-methyl-1,2,4-oxadiazol-3-yl)isoquinolin-1-yl]amino]propanoic acid CC1=NC(=NO1)C1=CC=C2C=CN=C(C2=C1)NCCC(=O)O